F[C@H]1C[C@H](N(C1)C(CN1CCC(CC1)OC1=CC=NC2=CC(=CC=C12)F)=O)C#N (2S,4S)-4-fluoro-1-[2-[4-[(7-fluoro-4-quinolyl)oxy]-1-piperidyl]acetyl]pyrrolidine-2-carbonitrile